N-[(1S)-2-[[5-[5-ethyl-3-methyl-1-(2-trimethylsilylethoxymethyl)pyrazol-4-yl]-6-fluoro-2-pyridyl]amino]-1-(4-methylcyclohexyl)-2-oxo-ethyl]-3-isopropyl-isoxazole-4-carboxamide C(C)C1=C(C(=NN1COCC[Si](C)(C)C)C)C=1C=CC(=NC1F)NC([C@H](C1CCC(CC1)C)NC(=O)C=1C(=NOC1)C(C)C)=O